3-chloro-N-(2-(2,6-dioxopiperidin-3-yl)-3-oxoisoindolin-5-yl)-4-methyl-benzenesulfonamide ClC=1C=C(C=CC1C)S(=O)(=O)NC=1C=C2C(N(CC2=CC1)C1C(NC(CC1)=O)=O)=O